4-[2-[6-[4-[3-[2-[2-(2-aminoethoxy)ethoxy]ethoxy]propanoyl]piperazine-1-carbonyl]-2-naphthyl]ethylamino]quinoline-6-carbonitrile NCCOCCOCCOCCC(=O)N1CCN(CC1)C(=O)C=1C=C2C=CC(=CC2=CC1)CCNC1=CC=NC2=CC=C(C=C12)C#N